(S)-5-(4-hydroxy-4-methylisoxazolidine-2-carbonyl)-1-isopropyl-3-methyl-6-(2,6-dimethylbenzyl)-1,6-dihydro-2H-pyrrolo[3,4-d]pyrimidine-2,4(3H)-dione O[C@]1(CN(OC1)C(=O)C=1N(C=C2N(C(N(C(C21)=O)C)=O)C(C)C)CC2=C(C=CC=C2C)C)C